TETRAETHYLENE GLYCOL DIMETHYL ETHER COCCOCCOCCOCCOC